Cl.COC=1C=C2CCNCC2=CC1 6-methoxy-tetrahydroisoquinoline HCl salt